2-chloro-N-(4-ethylphenyl)acetamide CCC1=CC=C(C=C1)NC(=O)CCl